4-(4-((4-(4'-bromo-5'-oxo-5'H-spiro[cyclohexane-1,7'-indolo[1,2-a]quinazolin]-10'-yl)cyclohexyl)methyl)piperazin-1-yl)-N-(2,6-dioxopiperidin-3-yl)-2-fluorobenzamide BrC=1C=2C(N=C3N(C2C=CC1)C1=CC(=CC=C1C31CCCCC1)C1CCC(CC1)CN1CCN(CC1)C1=CC(=C(C(=O)NC3C(NC(CC3)=O)=O)C=C1)F)=O